N1(CCC2=CC=CC=C12)C=1C2=C(N=CN1)SC(=N2)C(=O)NC2COC2 7-indolin-1-yl-N-(oxetan-3-yl)thiazolo[5,4-d]pyrimidine-2-carboxamide